5,5'-(3,6-bis(4-(9H-carbazol-9-yl)phenyl)-4-(2-(4,6-diphenyl-1,3,5-triazin-2-yl)phenyl)pyridine-2,5-diyl)bis(5H-pyrido[3,2-b]indole) C1=CC=CC=2C3=CC=CC=C3N(C12)C1=CC=C(C=C1)C=1C(=NC(=C(C1C1=C(C=CC=C1)C1=NC(=NC(=N1)C1=CC=CC=C1)C1=CC=CC=C1)N1C2=C(C=3C=CC=CC13)N=CC=C2)C2=CC=C(C=C2)N2C1=CC=CC=C1C=1C=CC=CC21)N2C1=C(C=3C=CC=CC23)N=CC=C1